C(C)(=O)OC[C@H](NC([C@@H](NC(=O)C=1N=C(SC1)N1CCC(CC1)CNC(COCCOC)=O)CO[Si](C)(C)C(C)(C)C)=O)C(=O)OC Methyl O-acetyl-N-(O-(tert-butyldimethylsilyl)-N-(2-(4-((2-(2-methoxyethoxy)acetamido)methyl)piperidin-1-yl)thiazole-4-carbonyl)-L-seryl)-L-serinate